2-(maleimidomethyl)-1,3-dioxane C1(C=CC(N1CC1OCCCO1)=O)=O